5-[2-(ethylthio)propyl]-2-butyryl-1,3-cyclohexanedione C(C)SC(CC1CC(C(C(C1)=O)C(CCC)=O)=O)C